FC1=C2C(=CNC2=CC=C1OC)CCN(C(C)C)C N-(2-(4-fluoro-5-methoxy-1H-indol-3-yl)ethyl)-N-methylpropan-2-amine